C[C@H]1N2CCOC[C@H]2CN(C1)C1=CC(=CC=2N(C=NC21)C=2SC(=NN2)C(F)F)S(=O)(=O)NC2(CC2)C#N |o1:1,7| rel-1-{4-[(5R,8aR)-5-methyloctahydro-2-oxa-4a,7-diaza-7-naphthyl]-1-[5-(difluoromethyl)-1,3,4-thiadiazol-2-yl]-1H-1,3-benzimidazol-6-ylsulfonylamino}cyclopropanecarbonitrile